C(C)(C)(C)OC(N(CC1=NC=C(C(=C1C)OC)C)C1=CC=C2CCN(C2=C1)C(C)=O)=O (1-Acetylindolin-6-yl)((4-methoxy-3,5-dimethylpyridin-2-yl)methyl)carbamic acid tert-butyl ester